2,3-dihydroxy-4-chlorobenzonitrile OC1=C(C#N)C=CC(=C1O)Cl